N-benzyl-6-methylpicolinamide C(C1=CC=CC=C1)NC(C1=NC(=CC=C1)C)=O